methyl 2-(((benzyloxy) carbonyl)amino)-3-chloropropanoate C(C1=CC=CC=C1)OC(=O)NC(C(=O)OC)CCl